COC=1C=CC(=C2C=CC=NC12)N1C[C@@]2(C[C@@]2(C1)C(F)(F)F)C=1OC(=NN1)C1CCN(CC1)C 2-((1S,5R)-3-(8-methoxyquinolin-5-yl)-5-(trifluoromethyl)-3-azabicyclo[3.1.0]hexan-1-yl)-5-(1-methylpiperidin-4-yl)-1,3,4-oxadiazole